(S)-2-((((9H-fluoren-9-yl)methoxy)carbonyl)amino)-4-(3,5-dioxo-1,2,4-oxadiazolidine-2-yl)butanoic acid C1=CC=CC=2C3=CC=CC=C3C(C12)COC(=O)N[C@H](C(=O)O)CCN1OC(NC1=O)=O